NC1=C(C=C(C=N1)C=1C=C2N(N1)CC[C@]21CN(CC1)C(=O)NC(C)C)OC(C)C=1C(=NC(=NC1)C)C (3R)-2'-(6-amino-5-{[1-(2,4-dimethylpyrimidin-5-yl)ethyl]oxy}pyridin-3-yl)-N-(propan-2-yl)-5',6'-dihydrospiro[pyrrolidine-3,4'-pyrrolo[1,2-b]pyrazole]-1-carboxamide